2-(7-(7-(4-(dimethylcarbamoyl)-3-methylphenyl)-5H-pyrrolo[2,3-b]pyrazin-2-yl)-5-methyl-3,4-dihydroisoquinolin-2(1H)-yl)acetic acid CN(C(=O)C1=C(C=C(C=C1)C1=CNC2=NC=C(N=C21)C2=CC(=C1CCN(CC1=C2)CC(=O)O)C)C)C